OC(C(=O)O)CC=CCC=C 2-hydroxy-4,7-octadienoic acid